tert-butyl 3-({[7-(3-amino-1H-pyrazol-5-yl)-2,3-dihydrofuro[3,2-b]pyridin-6-yl]oxy}methyl)-3-methylazetidine-1-carboxylate NC1=NNC(=C1)C1=C2C(=NC=C1OCC1(CN(C1)C(=O)OC(C)(C)C)C)CCO2